methyl 2-(5-bromo-2,3-dihydro-1H-inden-1-yl)-2-azaspiro[3.3]heptane-6-carboxylate BrC=1C=C2CCC(C2=CC1)N1CC2(C1)CC(C2)C(=O)OC